C(C)N(S(N)(=O)=O)C N-ethyl-N-methylsulfuric diamide